ClC=1C=C(C=C(C1)C)NC(=O)C1=C(N(C(=C1C)C(C(=O)NC1(CCC(CC1)O)C)=O)C)C N-(3-chloro-5-methylphenyl)-5-(2-(((1r,4r)-4-hydroxy-1-methylcyclohexyl)amino)-2-oxoacetyl)-1,2,4-trimethyl-1H-pyrrole-3-carboxamide